propionic acid 2-ethyl-butyl ester C(C)C(COC(CC)=O)CC